tert-Butyl (Z)-2-(5-cyano-4-(((dimethylamino)methylene)amino)-2-methoxyphenyl)-2,6-diazaspiro[3.5]Nonane-6-carboxylate C(#N)C=1C(=CC(=C(C1)N1CC2(C1)CN(CCC2)C(=O)OC(C)(C)C)OC)\N=C/N(C)C